((5-[4-(Trifluoromethyl)phenyl]-1,3-oxazol-2-yl)amino)-N-hydroxy-pyridine-2-carboxamide FC(C1=CC=C(C=C1)C1=CN=C(O1)NC=1C(=NC=CC1)C(=O)NO)(F)F